FC1([C@@H]([C@H]1C(NC=1C(=NC(=CC1)C1=C(C(=NO1)C)CNC1=NC=CC(=N1)C=1C=NC=CC1)C)=O)C(=O)O)F (1S,3S)-2,2-difluoro-3-((2-methyl-6-(3-methyl-4-(((4-(pyridin-3-yl)pyrimidin-2-yl)-amino)methyl)isoxazol-5-yl)-pyridin-3-yl)carbamoyl)cyclopropane-1-carboxylic acid